2-[4-(4-hydroxypiperidin-1-yl)-6-(4-hydroxy-4-phenyl-1-piperidinyl)pyrimidin-2-ylamino]-4-methylthiazole-5-carboxylic acid ethyl ester C(C)OC(=O)C1=C(N=C(S1)NC1=NC(=CC(=N1)N1CCC(CC1)O)N1CCC(CC1)(C1=CC=CC=C1)O)C